C(C)(C)(C)OC(NC=1C=NC(=C(C1)S(=O)(=O)CC)C1=NC=2N(C=C1)N=C(C2)C(F)(F)F)=O (5-(ethylsulfonyl)-6-(2-(trifluoromethyl)pyrazolo[1,5-a]pyrimidin-5-yl)pyridin-3-yl)carbamic acid tert-butyl ester